C(C=C)(=O)N1[C@@H]([C@H](OCC1)C1=CC(=NC(=C1)Cl)C1=CC(=NC(=C1F)OC)C(=O)NC)C 4-((2R,3R)-4-acryloyl-3-methylmorpholin-2-yl)-6-chloro-5'-fluoro-6'-methoxy-N-methyl-[2,4'-bipyridine]-2'-carboxamide